(E,2S)-2-[(3R)-1-tert-butoxycarbonylpyrrolidin-3-yl]-5-phenyl-pent-4-enoic acid C(C)(C)(C)OC(=O)N1C[C@H](CC1)[C@@H](C(=O)O)C\C=C\C1=CC=CC=C1